1-(6-fluoroisoquinolin-8-yl)ethane-1,2-diol FC=1C=C2C=CN=CC2=C(C1)C(CO)O